O1C(OCC1)C1CCN(CC1)C1=CC(=CC=C1)[N+](=O)[O-] 4-(1,3-Dioxolan-2-yl)-1-(3-nitrophenyl)piperidine